7-chloro-1-(cyclopropylmethyl)-3-(3,5-dimethoxyphenyl)-1,6-naphthyridin-2(1H)-one ClC1=NC=C2C=C(C(N(C2=C1)CC1CC1)=O)C1=CC(=CC(=C1)OC)OC